C(CCCCCCC)OC(C(=O)OC)C Methyl 2-octyloxypropanoate